C1(CC1)CN1[C@H]2[C@@]34C=C[C@@]([C@H]5[C@]3(CC1)C1=C(O5)C(=CC=C1C2)OC)(C(C4)C(C)(C(C)(C)C)O)OC 2-((4R,4aS,7S,7aR,12bS)-3-(cyclopropylmethyl)-7,9-dimethoxy-1,2,3,4,7,7a-hexahydro-4a,7-ethano-4,12-methanobenzofuro[3,2-e]isoquinolin-14-yl)-3,3-dimethylbutan-2-ol